OCCCS(=O)(=O)[O-] Hydroxypropylsulfonate